NC1=NC=CC=C1C1=NC=2C(=NC(=CC2)N2N=CC=C2)N1C=1C=C2CC[C@@H](C2=CC1)NC(C1=C(C(=CC=C1)F)NC(C=C)=O)=O N-[(1S)-5-[2-(2-aminopyridin-3-yl)-5-(pyrazol-1-yl)imidazo[4,5-b]pyridin-3-yl]-2,3-dihydro-1H-inden-1-yl]-3-fluoro-2-(prop-2-enamido)benzamide